3-hydroxy-4-(trifluoromethyl)pyrrolidine-1-carboxylic acid tert-butyl ester C(C)(C)(C)OC(=O)N1CC(C(C1)C(F)(F)F)O